2,10-dihydroxy-dibenzo[a,j]perylene-8,16-dione OC1=CC2=C(C3=C4C=CC=C5C(C6=C(C(C=7C=CC=C(C2=O)C73)=C54)C=CC(=C6)O)=O)C=C1